N-((1r,3r)-3-(3-chloro-4-cyanophenoxy)-2,2,4,4-tetramethylcyclobutyl)-4-(4-((4-(2-(2,6-dioxopiperidin-3-yl)-4-fluoro-1-oxoisoindolin-5-yl)piperazin-1-yl)methyl)piperidin-1-yl)benzamide ClC=1C=C(OC2C(C(C2(C)C)NC(C2=CC=C(C=C2)N2CCC(CC2)CN2CCN(CC2)C=2C(=C3CN(C(C3=CC2)=O)C2C(NC(CC2)=O)=O)F)=O)(C)C)C=CC1C#N